8-Chloro-N-(4,4-difluorocyclohexyl)-1-[trans-4-(pyridin-2-yloxy)cyclohexyl]-5,6-dihydro-4H-[1,2,4]triazolo[4,3-a][1]benzazepin-5-amin ClC=1C=CC2=C(CC(CC=3N2C(=NN3)[C@@H]3CC[C@H](CC3)OC3=NC=CC=C3)NC3CCC(CC3)(F)F)C1